N4-ethyl-N6-(2-methoxy-4-((4-morpholinopiperidin-1-yl)sulfonyl)phenyl)-3-(trifluoromethyl)-1H-pyrrolo[2,3-b]pyridine-4,6-diamine C(C)NC=1C2=C(N=C(C1)NC1=C(C=C(C=C1)S(=O)(=O)N1CCC(CC1)N1CCOCC1)OC)NC=C2C(F)(F)F